FC(C1=CC=C(C=C1)N1C=CC=2C1=NC=C(C2)S(=O)(=O)Cl)(F)F 1-(4-(trifluoromethyl)phenyl)-1H-pyrrolo[2,3-b]pyridine-5-sulfonyl chloride